2-(3-fluorophenyl)-N-(2-hydroxypropyl)-6-(4-methylphenyl)-3-oxo-2,3-dihydropyridazine-4-carboxamide FC=1C=C(C=CC1)N1N=C(C=C(C1=O)C(=O)NCC(C)O)C1=CC=C(C=C1)C